imino(1-((7-methoxyquinolin-4-yl)methyl)piperidin-4-yl)(methyl)-λ6-sulfanone N=S(=O)(C)C1CCN(CC1)CC1=CC=NC2=CC(=CC=C12)OC